O=C1OC2=CC=CC=C2C(=C1)OCC1CN(C1)C(=O)N1C[C@@H]2[C@@H](OCC(N2)=O)CC1 (4aR,8aS)-6-(3-(((2-oxo-2H-chromen-4-yl)oxy)methyl)azetidine-1-carbonyl)hexahydro-2H-pyrido[4,3-b][1,4]oxazin-3(4H)-one